4-((3-(2-(diisopropylamino)ethyl)-1H-indol-4-yl)oxy)-4-oxobutanoic acid C(C)(C)N(CCC1=CNC2=CC=CC(=C12)OC(CCC(=O)O)=O)C(C)C